6-(8-azabicyclo[3.2.1]oct-3-yl)-2-(3,4-dimethoxyphenyl)-1,4-dimethyl-1H-benzo[D]imidazole dihydrochloride Cl.Cl.C12CC(CC(CC1)N2)C=2C=C(C1=C(N(C(=N1)C1=CC(=C(C=C1)OC)OC)C)C2)C